6-(1-((5-chlorothiophen-2-yl)sulfonyl)piperidin-4-yl)-7-methylimidazo[1,2-b]pyridazine ClC1=CC=C(S1)S(=O)(=O)N1CCC(CC1)C=1C(=CC=2N(N1)C=CN2)C